(6aS,7S,8S)-11-hydroxy-7,8-dimethoxy-1,10-dioxo-N-(2,4,6-trifluorobenzyl)-1,3,4,5,6,7,8,10-octahydro-2,6a-methano[1,4]diazonino[9,1,2-cd]indolizine-9-carboxamide OC1=C2N3[C@@]4([C@@H]([C@H](C3=C(C1=O)C(=O)NCC1=C(C=C(C=C1F)F)F)OC)OC)CCCCN(C2=O)C4